7-chloro-3-(3-pyridyl)-4,9-dihydro-1H-pyrrolo[3,2-h][2,1,3]benzothiadiazine 2,2-dioxide ClC1=CNC2=C1C=CC=1CN(S(NC12)(=O)=O)C=1C=NC=CC1